C(C)(C)(C)OC(NC1CCC(CC1)CC(=O)N1CCN(CC1)C1=C(C(=CC=C1)Cl)Cl)=O (4-{2-[4-(2,3-dichloro-phenyl)-piperazin-1-yl]-2-oxoethyl}-cyclohexyl)-carbamic acid tert-butyl ester